5-Chloro-N-(6-(difluoromethyl)pyridin-2-yl)-2-morpholinooxazolo[4,5-b]pyridine-6-carboxamide ClC1=C(C=C2C(=N1)N=C(O2)N2CCOCC2)C(=O)NC2=NC(=CC=C2)C(F)F